C(C)(C)N(C(=O)C1=C(C=CC(=C1)F)N1C=C(C=2C1=CN=CC2)C(=O)C2CN(C2)C(=O)[C@H]2N([C@@H]1CC[C@H]2C1)C(=O)OC(C)(C)C)C(C)C tert-Butyl (1R,3S,4S)-3-(3-(1-(2-(diisopropylcarbamoyl)-4-fluorophenyl)-1H-pyrrolo[2,3-c]pyridine-3-carbonyl)azetidine-1-carbonyl)-2-azabicyclo[2.2.1]heptane-2-carboxylate